C(C)(C)(C)OC(=O)N1CCC2CNCCC21.N2=CN=CC(=C2)C2=CC=C(C(=O)NC=1SC=CC1C(=O)N)C=C2 (4-(pyrimid-5-yl)benzamido)thiophene-3-carboxamide tert-butyl-2,3,3a,4,5,6,7,7a-octahydropyrrolo[3,2-c]pyridine-1-carboxylate